4-amino-N-[(1-ethylpyrrolidin-2-yl)methyl]-5-ethylsulfonyl-2-methoxy-benzamide NC1=CC(=C(C(=O)NCC2N(CCC2)CC)C=C1S(=O)(=O)CC)OC